3-(2-amino-4-fluoro-3-nitrophenyl)-5-methylcyclohex-2-en-1-one NC1=C(C=CC(=C1[N+](=O)[O-])F)C1=CC(CC(C1)C)=O